N1(CCC1)C1=NC=NC=C1C1CN(C1)C(=O)[C@@H]1CC[C@H]2N1C([C@H](CCC2)NC(=O)C2=CC1=C(S2)C=CC(=C1)CP(O)(O)=O)=O ((2-(((3S,6S,9aS)-3-(3-(4-(azetidin-1-yl)pyrimidin-5-yl)azetidine-1-carbonyl)-5-oxooctahydro-1H-pyrrolo[1,2-a]azepin-6-yl)carbamoyl)benzo[b]thiophen-5-yl)methyl)phosphonic acid